O[C@@H](CC(=O)OC[C@H]([C@H](COC(CC(C)O)=O)OC(CC(C)O)=O)OC(CC(C)O)=O)C (2R,3S)-butane-1,2,3,4-tetrayl (3R,3'R,3''R,3'''R)-tetrakis(3-hydroxybutanoate)